2-Methyloxirane-2-carboxylic acid tert-butyl ester C(C)(C)(C)OC(=O)C1(OC1)C